1-(6-chloropyridin-3-yl)ethane-1,2-diol ClC1=CC=C(C=N1)C(CO)O